(2-chloro-4,5-difluoro-phenyl)-[(1S,5R)-8-[5-(2,2-dimethylpropylsulfonyl)-1-(2-methoxyethyl)indazol-7-yl]-3,8-diazabicyclo[3.2.1]octan-3-yl]methanone ClC1=C(C=C(C(=C1)F)F)C(=O)N1C[C@@H]2CC[C@H](C1)N2C=2C=C(C=C1C=NN(C21)CCOC)S(=O)(=O)CC(C)(C)C